(4-bromophenoxy)-2-methylpropan-2-ol BrC1=CC=C(OCC(C)(O)C)C=C1